azacycloheptane N1CCCCCC1